1-benzyl 2-methyl (2S,4S)-4-(N-((1s,4R)-4-methylcyclohexyl)isobutyramido)pyrrolidine-1,2-dicarboxylate CC1CCC(CC1)N(C(C(C)C)=O)[C@H]1C[C@H](N(C1)C(=O)OCC1=CC=CC=C1)C(=O)OC